CC=1N=C2N(N=C(C=C2C)C=2SC3=C(N2)SC(=C3)C3CNCC3)C1 3-(2-{2,8-dimethylimidazo[1,2-b]pyridazin-6-yl}thieno[2,3-d][1,3]thiazol-5-yl)pyrrolidine